C1CC1 cis-Cyclopropane